FC=1C(=C(C(=C2C(=C(C(=C(C12)[B-](C1=C(C(=C(C2=C(C(=C(C(=C12)F)F)F)F)F)F)F)(C1=C(C(=C(C2=C(C(=C(C(=C12)F)F)F)F)F)F)F)C1=C(C(=C(C2=C(C(=C(C(=C12)F)F)F)F)F)F)F)F)F)F)F)F)F.C(CCCCCCCCCCCCCCC)[NH2+]C hexadecylmethylammonium [tetrakis(heptafluoronaphthalenyl)borate]